chloro-N-(piperidin-4-yl)quinolin-4-amine hydrochloride Cl.ClC1=NC2=CC=CC=C2C(=C1)NC1CCNCC1